(3-Aminopropyl)methyldiethoxysilane NCCC[Si](OCC)(OCC)C